tert-butyl 4-(2-(4-chloro-3-fluorophenyl)-2-oxoethyl)piperazine-1-carboxylate ClC1=C(C=C(C=C1)C(CN1CCN(CC1)C(=O)OC(C)(C)C)=O)F